vinyl N,N-diethylaminopropionate C(C)N(CC)C(C(=O)OC=C)C